C1(CC1)C=1SC2=C(N(C(N(C2=O)C2=CC3=CN(N=C3C=C2)C)=O)C2=C(C=C(C=C2)OC(F)F)F)N1 2-cyclopropyl-4-(4-(difluoromethoxy)-2-fluorophenyl)-6-(2-methyl-2H-indazol-5-yl)thiazolo[4,5-d]pyrimidine-5,7(4H,6H)-dione